4,6-dichloroindoline ClC1=C2CCNC2=CC(=C1)Cl